CC(CO)(CC)CC 2-methyl-2-ethyl-1-butanol